ethyl 3-((tert-butylsulfinyl)amino)-3-(6-((3R,5S)-3,5-dimethylpiperazin-1-yl)pyridin-2-yl)propanoate C(C)(C)(C)S(=O)NC(CC(=O)OCC)C1=NC(=CC=C1)N1C[C@H](N[C@H](C1)C)C